OC1=C(C=CC=C1)C(C1(C(C=C(C=C1C)C)O)C)C1(C(C=C(C=C1C)C)O)C 2,2'-[(2-hydroxyphenyl)methylene]bis[2,3,5-trimethylphenol]